4-trifluoromethyl-pyridazin-3(2H)-one FC(C=1C(NN=CC1)=O)(F)F